4-chloro-N-phenethyl-pyridin-2-amine ClC1=CC(=NC=C1)NCCC1=CC=CC=C1